2-[(3,5-difluoro-2-pyridyl)methyl]-2,6-diazaspiro[3.3]heptane FC=1C(=NC=C(C1)F)CN1CC2(C1)CNC2